ClC=1C=C(C=CC1F)[C@@H]1CN2[C@H](CO1)CN(CC2)C(=O)C2=C(C(=CC=C2)N2CC1(COC1)C2)Cl [(3R,9aS)-3-(3-Chloro-4-fluorophenyl)-3,4,6,7,9,9a-hexahydro-1H-pyrazino[2,1-c][1,4]oxazin-8-yl]-[2-chloro-3-(2-oxa-6-azaspiro[3.3]heptan-6-yl)phenyl]methanon